C1(CC1)CN1CCN(CC1)C(=O)C1CC2(CC(C2)NC(=O)NCC2=CC=C(C=C2)OC)C1 1-(6-(4-(cyclopropylmethyl)piperazine-1-carbonyl)spiro[3.3]hept-2-yl)-3-(4-methoxybenzyl)urea